triethylamine boron disalicylate C(C=1C(O)=CC=CC1)(=O)[O-].C(C=1C(O)=CC=CC1)(=O)[O-].[B+2].C(C)N(CC)CC